6-(3-(chloromethyl)-2-methylphenyl)-2,3-dihydrobenzo[b][1,4]dioxine ClCC=1C(=C(C=CC1)C1=CC2=C(OCCO2)C=C1)C